triazolo-imidazole N1=NN=C2C1=NC=N2